2-(but-3-yn-1-yloxy)acetic acid C(CC#C)OCC(=O)O